COC=1C=C(C=CC1OC)NC(=O)C=1C(=NC(=NC1)C(F)(F)F)N1CCOCC1 N-(3,4-dimethoxyphenyl)-4-morpholino-2-(trifluoromethyl)pyrimidine-5-carboxamide